2,2-bis(bromomethyl)-3-bromo-propan-1-ol BrCC(CO)(CBr)CBr